CC1(C2C(N(C(C12)=O)CC1=CC2=NC=CC(=C2S1)C1=C(C(=NC(=C1)C(F)(F)F)C)NC(COC)=O)=O)C N-(4-(2-((6,6-dimethyl-2,4-dioxo-3-azabicyclo[3.1.0]hexan-3-yl)methyl)thieno[3,2-b]pyridin-7-yl)-2-methyl-6-(trifluoromethyl)pyridin-3-yl)-2-methoxyacetamide